N=O iminooxide